2,2,3,3,5,5,6-heptafluoro-1,4-dioxane FC1(OC(C(OC1(F)F)(F)F)F)F